FC1=CC=C(C=C1)C=1N=CN(C1C=1SC=C(N1)C(=O)NC1=NC=C(C=C1)N1C[C@H]2CC[C@@H](C1)N2C)C2COC2 2-(4-(4-fluorophenyl)-1-(oxetan-3-yl)-1H-imidazol-5-yl)-N-(5-((1R,5S)-8-methyl-3,8-diazabicyclo[3.2.1]octan-3-yl)pyridin-2-yl)thiazole-4-carboxamide